C(#N)C1=C(C=C(C=C1)N1N=C(C=C1)CC(=O)NC1=CC=C(C=C1)[N+](=O)[O-])C(F)(F)F 2-(1-(4-cyano-3-trifluoromethylphenyl)-1H-pyrazol-3-yl)-N-(4-nitrophenyl)acetamide